methyl 4-((cis)-5-((tert-butoxycarbonyl)amino)-1-methylpiperidin-3-yl)benzoate C(C)(C)(C)OC(=O)N[C@@H]1C[C@@H](CN(C1)C)C1=CC=C(C(=O)OC)C=C1